N,N'-bis(1,4-dimethylpentyl)-1,4-benzenediamine CC(CCC(C)C)NC1=CC=C(C=C1)NC(CCC(C)C)C